C(C1=CC=CC=C1)OC[C@@H](C)NC([C@@H](C)Cl)=O (R)-N-((R)-1-(benzyloxy)propan-2-yl)-2-chloropropanamide